(6-(3-chloro-1H-pyrrolo[2,3-b]pyridin-5-yl)-8-((R)-morpholin-3-yl)-3,4-dihydroisoquinolin-2(1H)-yl)methanone ClC1=CNC2=NC=C(C=C21)C=2C=C1CCN(CC1=C(C2)[C@H]2NCCOC2)C=O